Cl.C12CN(CC(CC1)N2)C=2C=1N(N=CC2F)C=C(C1)Br 4-(3,8-diazabicyclo[3.2.1]octan-3-yl)-6-bromo-3-fluoropyrrolo[1,2-b]pyridazine hydrochloride